2-[4-[5-(tert-Butoxycarbonylamino)-4-cyano-1-isopropyl-pyrazol-3-yl]-3-chloro-2-fluorophenyl]acetic acid C(C)(C)(C)OC(=O)NC1=C(C(=NN1C(C)C)C1=C(C(=C(C=C1)CC(=O)O)F)Cl)C#N